CC1=C(CN(C(OC)=O)N2C(C3=CC=CC=C3C2=O)=O)C=CC(=C1)C methyl (2,4-dimethylbenzyl)(1,3-dioxoisoindolin-2-yl)carbamate